(R)-N-(4-(1H-tetrazol-5-yl)phenyl)-N-(4-cyclohexylbenzyl)-1-((perfluorophenyl)sulfonyl)azetidine-2-carboxamide N1N=NN=C1C1=CC=C(C=C1)N(C(=O)[C@@H]1N(CC1)S(=O)(=O)C1=C(C(=C(C(=C1F)F)F)F)F)CC1=CC=C(C=C1)C1CCCCC1